C1(=CC=CC=C1)N(C1=CC2=C(C=C(O2)C=2C=CC=3C=4C5=C(C=CC4N(C3C2)C2=CC=CC=C2)C=2C=3C=CC(=CC3N(C2C=C5)C5=CC=CC=C5)C=5OC2=C(C5)C=CC(=C2)N(C2=CC=CC=C2)C2=CC=CC=C2)C=C1)C1=CC=CC=C1 7,14-dihydro-2,9-bis(6-diphenylamino-2-benzofuranyl)-7,14-diphenyl-carbazolo[4,3-c]carbazole